O=C1NC(CC[C@@H]1C=1C=C2CCCN(C2=CC1)C(=O)C1CCC(CC1)C(=O)O)=O |r| (1R,4r)-4-(6-((RS)-2,6-dioxopiperidin-3-yl)-1,2,3,4-tetrahydroquinoline-1-carbonyl)cyclohexane-1-carboxylic acid